COC=1C=NC=CC1C1=C(C2=NC=CC=C2N1S(=O)(=O)C1=CC=C(C=C1)C)C1=CC=CC=C1 2-(3-methoxypyridin-4-yl)-1-[(4-methylphenyl)sulfonyl]-3-phenyl-1H-pyrrolo[3,2-b]pyridine